CCC(C(CCC)O)O 3,4-Heptanediol